N-(4-((S)-2-(4-Fluorophenyl)propyl)-6-(((R)-1-hydroxy-4-methylpentan-2-yl)amino)-1,3,5-triazin-2-yl)methanesulfonamide FC1=CC=C(C=C1)[C@H](CC1=NC(=NC(=N1)N[C@@H](CO)CC(C)C)NS(=O)(=O)C)C